CN1N=NC(=C1C1=CC=C2N(C=3C=C(C=CC3C2=[N+]1[O-])C(=O)OC)C(C1CCOCC1)C1=CC=CC=C1)C (1,4-dimethyl-1H-1,2,3-triazol-5-yl)-7-(methoxycarbonyl)-5-(phenyl-(tetrahydro-2H-pyran-4-yl)methyl)-5H-pyrido[3,2-b]indole 1-oxide